(S)-2-(4-(1H-pyrrolo[2,3-b]pyridin-3-yl)indoline-1-carbonyl)pyrrolidine-1-carbonitrile N1C=C(C=2C1=NC=CC2)C2=C1CCN(C1=CC=C2)C(=O)[C@H]2N(CCC2)C#N